6-carbonyl-1,3,4,6-tetrahydropyrimido[6,1-c][1,4]oxazin-8-yl-2,4,6-triisopropylbenzenesulfonate C(=O)=C1N=C(C=C2COCCN21)OS(=O)(=O)C2=C(C=C(C=C2C(C)C)C(C)C)C(C)C